2-(4-bromophenoxy)-pyridine BrC1=CC=C(OC2=NC=CC=C2)C=C1